COC1=CC=C(C=C1)C1C(NC(C(C1)C1=CC=C(C=C1)OC)(C)C)=O 3,5-bis(4-methoxyphenyl)-6,6-dimethylpiperidin-2-one